(4-((7-cyano-1-methyl-2-((1-methyl-2-oxo-5-(trifluoromethyl)-1,2-dihydropyridin-3-yl)amino)-1H-imidazo[4,5-b]pyridin-6-yl)oxy)pyridin-2-yl)-1,1-dimethylurea C(#N)C1=C2C(=NC=C1OC1=CC(=NC=C1)NC(N(C)C)=O)N=C(N2C)NC=2C(N(C=C(C2)C(F)(F)F)C)=O